3-fluoro-2-iodobenzyl methanesulfonate CS(=O)(=O)OCC1=C(C(=CC=C1)F)I